OC1=CC(CC(C1)C1=CC=CC=C1)=O 5-hydroxy-1,6-dihydro-[1,1'-biphenyl]-3(2H)-one